C(C)(C)C=1C=C(C=C(C1)C=1C=NN(C1)C)[C@@H](C)NC(=O)C=1C=C(C=CC1C)N1CC(C1)N(C(OCC1=CC=CC=C1)=O)C benzyl N-[1-[3-[[(1R)-1-[3-isopropyl-5-(1-methylpyrazol-4-yl) phenyl] ethyl] carbamoyl]-4-methyl-phenyl] azetidin-3-yl]-N-methyl-carbamate